FC1=CC(=C(C=C1)N1CCNCC1)C(F)(F)F 1-(4-fluoro-2-(trifluoromethyl)phenyl)piperazine